(S)-N-(2-hydroxy-3-(piperidin-1-yl)propoxy)-4-methylpiperidine O[C@H](CON1CCC(CC1)C)CN1CCCCC1